(2S,3S)-4,4-difluoro-3-methyl-5-oxopyrrolidin FC1([C@H](CNC1=O)C)F